[2,3,5,6-tetrafluoro-4-(methoxy-methyl)phenyl]methyl 3-(2-cyano-1-propen-1-yl)-2,2-dimethylcyclopropanecarboxylate C(#N)C(=CC1C(C1C(=O)OCC1=C(C(=C(C(=C1F)F)COC)F)F)(C)C)C